FC(C(=O)O)(F)F.FC(C(=O)O)(F)F.FC(C(=O)O)(F)F.NCCCNC(=O)C1=C(C=C(C=C1)NC(=O)C=1N(C(=CN1)C=1C(=NN(C1)CC(=C)C)C(F)(F)F)C)Cl N-(4-((3-aminopropyl)carbamoyl)-3-chlorophenyl)-1-methyl-5-(1-(2-methylallyl)-3-(trifluoromethyl)-1H-pyrazol-4-yl)-1H-imidazole-2-carboxamide tris(2,2,2-trifluoroacetate)